(4aR,8aS)-6-(6-((4-Methyl-3-(trifluoromethyl)benzyl)oxy)-2-azaspiro[3.3]heptane-2-carbonyl)hexahydro-2H-pyrido[4,3-b][1,4]oxazin-3(4H)-one CC1=C(C=C(COC2CC3(CN(C3)C(=O)N3C[C@@H]4[C@@H](OCC(N4)=O)CC3)C2)C=C1)C(F)(F)F